7-Chloro-4-methoxy-1-phenylquinazolin-2(1H)-one ClC1=CC=C2C(=NC(N(C2=C1)C1=CC=CC=C1)=O)OC